FC=1C=CC(=C(C1)CC(=O)OC(C)(C)C)NC(C1=CC(=C(C=C1)N1CC(CCC1)C)[N+](=O)[O-])=O tert-butyl 2-(5-fluoro-2-(4-(3-methylpiperidin-1-yl)-3-nitrobenzamido) phenyl)acetate